(R)-1-(6-methoxy-3,4-dihydro-2H-benzo[b][1,4]oxazin-7-yl)-N-((4-methylmorpholin-2-yl)methyl)-6-(pyrazolo[1,5-a]pyrimidin-3-yl)-1H-pyrazolo[4,3-c]pyridine-3-carboxamide COC1=CC2=C(OCCN2)C=C1N1N=C(C=2C=NC(=CC21)C=2C=NN1C2N=CC=C1)C(=O)NC[C@@H]1CN(CCO1)C